2,5-dioxopyrrolidin-1-yl(((9H-fluoren-9-yl)methoxy)carbonyl)-D-leucine O=C1N(C(CC1)=O)N([C@H](CC(C)C)C(=O)O)C(=O)OCC1C2=CC=CC=C2C=2C=CC=CC12